methyl 6-cyclobutylfuro[2,3-b]pyrazine-2-carboxylate C1(CCC1)C1=CC=2C(=NC=C(N2)C(=O)OC)O1